IC1=CC=C(C=C1)C1OC2=CC=C(C=C2C(=C1C1=CC(=CC=C1)OC)C)OC 2-(4-iodophenyl)-6-methoxy-3-(3-methoxyphenyl)-4-methyl-2H-chromene